(R)-4-(3-methylmorpholino)-2-(1H-pyrazol-3-yl)-6-(spiro[3.3]hept-2-yl)-8,9-dihydro-1,3,6,9a-tetraazabenzo[cd]azulene-7(6H)-one C[C@@H]1COCCN1C=1C=C2C3=C(C(=NN3CCC(N2C2CC3(C2)CCC3)=O)C3=NNC=C3)N1